N-((1-(6-(trifluoromethyl)pyridin-3-yl)isoquinolin-3-yl)methyl)acrylamide FC(C1=CC=C(C=N1)C1=NC(=CC2=CC=CC=C12)CNC(C=C)=O)(F)F